BrC=1C=CC(=NC1)N1C(N(C2=C(C1=O)C=CN=C2)C)=O 3-(5-bromopyridin-2-yl)-1-methylpyrido[3,4-d]pyrimidine-2,4(1H,3H)-dione